OC(CCCCCCC)S(=O)(=O)O hydroxyoctanesulfonic acid